O=C1NCC2=CC(=CC=C12)C(=O)N Oxo-isoindoline-5-carboxamide